NC=1C=2N(C=CN1)C(=CN2)C=2C=C(C=CC2C)S(=O)(=O)N[C@@H]2C[C@H](C2)O 3-(8-Aminoimidazo[1,2-a]pyrazin-3-yl)-N-(trans-3-hydroxycyclobutyl)-4-methylbenzenesulfonamide